17-hydroxydocosahexaenoic acid CC/C=C\CC(/C=C/C=C\C/C=C\C/C=C\C/C=C\CCC(=O)O)O